CC(C)C(C(C(C)C)NC(O)=O)NC(O)=O 2,5-dimethylhexane-3,4-diyldicarbamic acid